C(C=C)(=O)OCCCCCCOC1=CC=C(C=C1)C1=CC=C(C=C1)C#N 6-{[4'-cyano-(1,1'-biphenyl)-4-yl]oxy}hexyl acrylate